N-[4-(4-cyano-5-{[5-(propan-2-yl)pyrazin-2-yl]amino}-1-{[2-(trimethylsilyl)ethoxy]methyl}-1H-pyrazol-3-yl)phenyl]ethane-1-sulfonamide C(#N)C=1C(=NN(C1NC1=NC=C(N=C1)C(C)C)COCC[Si](C)(C)C)C1=CC=C(C=C1)NS(=O)(=O)CC